O1C(COCC1)CN([C@@H]1CC[C@H](CC1)N(C1=C(C(N(C=2C=CC(=NC12)C#N)C)=O)C#N)C)C1=C(C=C(C=C1)F)C trans-8-((4-(((1,4-dioxan-2-yl)methyl)(4-fluoro-2-methylphenyl)amino)cyclohexyl)(methyl)amino)-5-methyl-6-oxo-5,6-dihydro-1,5-naphthyridine-2,7-dicarbonitrile